(6-(pyridin-4-yloxy)spiro[3.3]Hept-2-yl)carbamic acid tert-butyl ester C(C)(C)(C)OC(NC1CC2(C1)CC(C2)OC2=CC=NC=C2)=O